BrC=1C(=NC=C(C1C1=NN(C=2C=C(C(=C(C12)N)C)F)C1OCCCC1)Br)C1CC1 (3,5-dibromo-2-cyclopropyl-4-pyridyl)-6-fluoro-5-methyl-1-tetrahydropyran-2-yl-indazol-4-amine